(S)-4-(8-Amino-3-(1-but-2-ynoylpyrrolidin-2-yl)imidazo[1,5-a]pyrazin-1-yl)-N-(4-(trifluoromethyl)pyridin-2-yl)benzamide NC=1C=2N(C=CN1)C(=NC2C2=CC=C(C(=O)NC1=NC=CC(=C1)C(F)(F)F)C=C2)[C@H]2N(CCC2)C(C#CC)=O